ClC=1C=C(C(=NC1)NC1=NC(=C2C(=N1)N(N=C2)C2OCCCC2)C)F N-(5-chloro-3-fluoropyridin-2-yl)-4-methyl-1-(tetrahydro-2H-pyran-2-yl)-1H-pyrazolo[3,4-d]pyrimidin-6-amine